O1C=CC2=C1C=CC=C2N2N=C(C(=C2)C(=O)O)C(F)F 1-(1-benzofuran-4-yl)-3-(difluoromethyl)pyrazole-4-carboxylic acid